IC=1C=C2CN(C(C2=CC1)=O)C1C(NC(CC1)=O)=O 3-(5-iodo-1-oxoisoindolin-2-yl)piperidine-2,6-dione